O1COC=2C=NC=C(C21)C=O Dioxolano[4,5-c]Pyridine-7-carbaldehyde